C(CCCC)OC1=C2C=CC(=CC2=CC=C1)NC(C=C)=O N-(5-(pentyloxy)naphthalen-2-yl)acrylamide